BrC1=C(OC2(CCC2)C(=O)OCC(=O)OCC=C)C=C(C(=C1)F)N1C(N(C(=CC1=O)C(F)(F)F)C)=O (2-Allyloxy-2-oxo-ethyl) 1-[2-bromo-4-fluoro-5-[3-methyl-2,6-dioxo-4-(trifluoromethyl)pyrimidin-1-yl]phenoxy]cyclobutancarboxylat